NC=1C=NN(C1C)C1=NC(=NC=C1)N1CCC(CC1)C(=O)N1OCC[C@H]1C=1C=NC(=C(C1)F)C [1-[4-(4-amino-5-methylpyrazol-1-yl)pyrimidin-2-yl]piperidin-4-yl]-[(3S)-3-(5-fluoro-6-methylpyridin-3-yl)-1,2-oxazolidin-2-yl]methanone